3-(5-benzyl-1-((endo)-2-azabicyclo[2.1.1]hexan-5-yl)-7-fluoro-8-(3-hydroxynaphthalen-1-yl)-3-oxo-1,2,3,4-tetrahydropyrazino[2,3-c]quinolin-9-yl)propanenitrile C(C1=CC=CC=C1)C1=NC=2C(=C(C(=CC2C2=C1NC(CN2C2C1CNC2C1)=O)CCC#N)C1=CC(=CC2=CC=CC=C12)O)F